methyl O-(tert-butyldimethylsilyl)-N-(1-phenyl-1H-imidazole-4-carbonyl)-L-seryl-L-serinate [Si](C)(C)(C(C)(C)C)OC[C@H](NC(=O)C=1N=CN(C1)C1=CC=CC=C1)C(=O)N[C@@H](CO)C(=O)OC